S1C2=C(C=C1)C(=CC=C2)N2CCN(CC2)CCCCOC2=CC=C1C=CC(N(C1=C2)C(=O)N(CCCC)CCCC)=O 7-(4-(4-(benzo[b]thiophen-4-yl)piperazin-1-yl)butoxy)-N,N-dibutyl-2-oxoquinoline-1(2H)-carboxamide